3-(p-diethylaminostyryl)-5-(p-diethylaminostyryl)pyrazoline C(C)N(C1=CC=C(C=CC=2NNC(C2)C=CC2=CC=C(C=C2)N(CC)CC)C=C1)CC